C1(=CC=CC=C1)C(C(C)=O)CC=C 3-phenyl-5-hexen-2-one